(R)-6-(2-chloro-5-fluoro-phenyl)-N-[[6-(cyclohexylmethyl)-6-azaspiro[2.5]octan-2-yl]methyl]pyridazin-3-amine ClC1=C(C=C(C=C1)F)C1=CC=C(N=N1)NC[C@@H]1CC12CCN(CC2)CC2CCCCC2